BrC1=CC2=C(OCC=3N2C=NC3C(=O)O)C(=C1)F 8-Bromo-6-fluoro-4H-benzo[b]imidazo[1,5-d][1,4]oxazine-3-carboxylic Acid